O=C1N(C(CC1)=O)OC(CCC(CC)SC1=NC=CC=C1)=O 4-(pyridin-2-ylthio)hexanoic acid 2,5-dioxopyrrolidin-1-yl ester